CN1CCC(CC1)NC1=CC=C(OC)C=C1 N-(1-Methyl-4-piperidinyl)-4-anisidine